(R)-3-(3-chloro-4-fluorophenyl)-1-(1-(6,8-difluoro-1-oxo-1,2-dihydroisoquinolin-4-yl)ethyl)-1-isobutyl-urea ClC=1C=C(C=CC1F)NC(N(CC(C)C)[C@H](C)C1=CNC(C2=C(C=C(C=C12)F)F)=O)=O